potassium hexoxide [O-]OOOO[O-].[K+].[K+]